4-[4-[[3-[4-(difluoromethoxy)phenyl]imidazo[1,2-a]pyrazin-8-yl]amino]phenyl]morpholin-3-one FC(OC1=CC=C(C=C1)C1=CN=C2N1C=CN=C2NC2=CC=C(C=C2)N2C(COCC2)=O)F